N-((6-(isoxazol-3-ylmethoxy)-1H-indol-2-yl)methyl)morpholine-4-carboxamide O1N=C(C=C1)COC1=CC=C2C=C(NC2=C1)CNC(=O)N1CCOCC1